trans-2-Bromo-3-chloro-3-phenylpropyl acetate C(C)(=O)OCC(C(C1=CC=CC=C1)Cl)Br